C(C(=C)C)(=O)OCC[N+](C)(C)C 2-(methacryloyloxy)ethyl-trimethyl-ammonium